C(C)(C)(C)OC(=O)N1CC(NCCC1)C=1C=C2C=NN(C2=CC1C)C1=CC=C(C=C1)F 3-(1-(4-fluorophenyl)-6-methyl-indazol-5-yl)-1,4-diazacycloheptane-1-carboxylic acid tert-butyl ester